C1(CC1)C1=C(N=NC(=C1)C=1C=NC=CC1C(F)(F)F)NC1C[C@@H]2[C@@H](CN(C2)C([2H])([2H])C2CCOCC2)C1 (3aR,5s,6aS)-N-(4-cyclopropyl-6-(4-(trifluoromethyl)pyridin-3-yl)pyridazin-3-yl)-2-((tetrahydro-2H-pyran-4-yl)methyl-d2)octahydrocyclopenta[c]pyrrol-5-amine